The molecule is a 3beta-sterol that is zymosterol which carries a formyl group at position 4. It has a role as a Saccharomyces cerevisiae metabolite. It is an aldehyde and a 3beta-sterol. It derives from a zymosterol. C[C@H](CCC=C(C)C)[C@H]1CC[C@@H]2[C@@]1(CCC3=C2CC[C@@H]4[C@@]3(CC[C@@H](C4C=O)O)C)C